5-bromo-2-(2,2-difluoroethyl)pyrazole-3-carboxylic acid BrC=1C=C(N(N1)CC(F)F)C(=O)O